C1(=CC(=CC=C1)C=CC(=O)N1C(OCC1CC1=CC=CC=C1)=O)C1=CC=CC=C1 3-(3-([1,1'-biphenyl]-3-yl)acryloyl)-4-benzyloxazolidin-2-one